OC12CC3(CC(CC(C1)C3)C2)C(=O)OCCC(C(S(=O)(=O)[O-])(F)F)F.C(C)[SH+]C ethylmethylsulfonium 4-(3-hydroxyadamantylcarbonyloxy)-1,1,2-trifluorobutanesulfonate